(S)-1-(1-(3-chlorophenyl)-2-hydroxy-ethyl)-3-(1-(2-(phenyl-amino)pyridin-4-yl)-1H-pyrazol-4-yl)urea ClC=1C=C(C=CC1)[C@@H](CO)NC(=O)NC=1C=NN(C1)C1=CC(=NC=C1)NC1=CC=CC=C1